NC1(CCC1)C1=CC=C(C=C1)N1C(=NC=2C1=NC(=CC2)C=2C=C(C=CC2)CCC(=O)NCCCCNC2=C1C(N(C(C1=CC=C2)=O)C2C(NC(CC2)=O)=O)=O)C=2C(=NC=CC2)N 3-(3-(3-(4-(1-aminocyclobutyl)phenyl)-2-(2-aminopyridin-3-yl)-3H-imidazo[4,5-b]pyridin-5-yl)phenyl)-N-(4-((2-(2,6-dioxopiperidin-3-yl)-1,3-dioxoisoindolin-4-yl)amino)butyl)propanamide